5-methyl-3-oxo-5-(trifluoromethyl)tetrahydrothiophene-2-carboxylic acid ethyl ester C(C)OC(=O)C1SC(CC1=O)(C(F)(F)F)C